2-methyl-3-oxo-1,2,3,4-tetrahydroisoquinoline CN1CC2=CC=CC=C2CC1=O